FC1=C(C=CC(=C1)F)NC=1C=NC=C(C1C)CC1=C(C(=NC=C1)SC)F N-(2,4-difluorophenyl)-5-{[3-fluoro-2-(methylsulfanyl)pyridin-4-yl]methyl}-4-methylpyridin-3-amine